hexamethylenebis(3,5-di-tert-butyl-4-hydroxy-oxocinnamamide) C(C)(C)(C)C=1C=C(C=C(C(=O)N=O)CCCCCCC(C(=O)N=O)=CC2=CC(=C(C(=C2)C(C)(C)C)O)C(C)(C)C)C=C(C1O)C(C)(C)C